[2-[1-[benzyloxycarbonyl (methyl) amino] cyclopropyl]-3-methylsulfonyloxy-propyl] methanesulfonate CS(=O)(=O)OCC(COS(=O)(=O)C)C1(CC1)N(C)C(=O)OCC1=CC=CC=C1